C(C)N1C=CC=2C1=NC=CC2 ethyl-1H-pyrrolo[2,3-b]pyridine